C1(CC1)C1=NN(C(=C1C(F)(F)F)C(=O)NC1=CC(=NC=C1)S(=O)(=N)C)C[C@@H]1CC(CC1)(F)F 3-cyclopropyl-1-(((S)-3,3-difluorocyclopentyl)methyl)-N-(2-(S-methylsulfonimidoyl)pyridin-4-yl)-4-(trifluoromethyl)-1H-pyrazole-5-carboxamide